CC1=CN(C(=O)NC1=O)[C@H]2C[C@@H]([C@H](O2)CO)OP(=O)(O)O The molecule is a pyrimidine 2'-deoxyribonucleoside 3'-monophosphate having thymine as the nucleobase. It is a thymidine phosphate and a pyrimidine 2'-deoxyribonucleoside 3'-monophosphate. It is a conjugate acid of a thymidine 3'-monophosphate(2-).